(2R,3R,4R,5S)-5-((4-(trifluoromethyl)pyrimidin-2-yl)amino)-2-((4-(trimethylsilyl)-1H-1,2,3-triazol-1-yl)methyl)tetrahydro-2H-pyran-3,4-diol FC(C1=NC(=NC=C1)N[C@@H]1[C@H]([C@H]([C@H](OC1)CN1N=NC(=C1)[Si](C)(C)C)O)O)(F)F